C(C)(C)(C)OC(CN1C=CC=2C1=NC=C(C2NC(=O)OC(C)(C)C)C(=O)OC)=O methyl 1-(2-(tert-butoxy)-2-oxoethyl)-4-((tert-butoxycarbonyl)amino)-1H-pyrrolo[2,3-b]pyridine-5-carboxylate